4-[4-(cyclopropylamino)-1-piperidyl]-2-methyl-N-[2-methyl-7-[(pyrimidin-2-ylamino)methyl]indazol-5-yl]indazole-7-carboxamide C1(CC1)NC1CCN(CC1)C=1C2=CN(N=C2C(=CC1)C(=O)NC1=CC2=CN(N=C2C(=C1)CNC1=NC=CC=N1)C)C